ClC1=C(N=C2N1C=CC(=C2)C(=O)NC2CC(C2)(C)O)C2=C(C=CC=C2C=2C(=NN(C2)C)F)F 3-chloro-2-(2-fluoro-6-(3-fluoro-1-methyl-1H-pyrazol-4-yl)phenyl)-N-((1s,3s)-3-hydroxy-3-methylcyclobutyl)imidazo[1,2-a]pyridine-7-carboxamide